5,6-bis(5-methoxythiophene-2-yl)pyrazine-2,3-dicarbonitrile COC1=CC=C(S1)C=1N=C(C(=NC1C=1SC(=CC1)OC)C#N)C#N